ClC1=C(C=NC(=C1)N1N=CC(=C1)C=O)C#N 4-chloro-6-(4-formyl-1H-pyrazol-1-yl)pyridine-3-carbonitrile